(2R,11aR)-2-hydroxy-6-isopropoxy-8-(trifluoromethyl)-2,3,11,11a-tetrahydro-1H,5H-benzo[f]pyrrolo[2,1-c][1,4]oxazepine-5-one O[C@@H]1C[C@@H]2COC3=C(C(N2C1)=O)C(=CC(=C3)C(F)(F)F)OC(C)C